FC(CC=C(C(=O)O)C)(C(C(F)(F)F)F)F.C(C(=C)C)(=O)OCC(C(C(F)(F)F)F)(F)F 2,2,3,4,4,4-Hexafluorobutyl Methacrylate (2,2,3,4,4,4-Hexafluorobutyl Methacrylate)